2-fluoro-6-(trifluorophenyl)benzonitrile FC1=C(C#N)C(=CC=C1)C1=C(C(=C(C=C1)F)F)F